O.[O-2].[Fe+3].[O-2].[O-2].[Fe+3] ferric oxide-hydrate